C(C)(C)(C)OC(=O)NC=1C=C(C=C2C=NN(C12)C(C(=O)OC(C)(C)C)(C)C)Cl tert-butyl 2-(7-((tert-butoxycarbonyl)amino)-5-chloro-1H-indazol-1-yl)-2-methylpropanoate